O1C(OCC1)C1=C(C=C(C=C1)F)[Si](OCC)(OCC)OCC (2-(1,3-dioxolan-2-yl)-5-fluorophenyl)triethoxysilane